C1=CC=CC=2C3=CC=CC=C3C(C12)COC(=O)N[C@H](C(=O)O)[C@@H]1C[C@@H](CCC1)O (2S)-2-({[(9H-fluoren-9-yl)methoxy]carbonyl}amino)-2-[(1S,3R)-3-hydroxycyclohexyl]acetic acid